bis(1-naphthyl)-N,N'-diphenyl-biphenyldiamine C1(=CC=CC2=CC=CC=C12)C=1C(=C(C(=C(C1)C1=CC=CC=C1)NC1=CC=CC=C1)NC1=CC=CC=C1)C1=CC=CC2=CC=CC=C12